FC=1C(=CC2=C(OCO2)C1)CCN1[C@@H]([C@H]([C@@H]([C@H](C1)O)O)O)CF (2s,3r,4r,5s)-1-(2-(6-fluorobenzo[d][1,3]dioxol-5-yl)ethyl)-2-(fluoromethyl)piperidin-3,4,5-triol